CC1=CC=C(C=C1)S(=O)(=O)OCC1CC(C1)COS(=O)(=O)C1=CC=C(C=C1)C ((1R,3R)-cyclobutane-1,3-diyl)bis(methylene) bis(4-methylbenzenesulfonate)